N[C@@H](CCCN)C(=O)[O-] ornithineAT